1,1-diphenylhydrazine hydrochloride Cl.C1(=CC=CC=C1)N(N)C1=CC=CC=C1